C1(=CC=CC=C1)P(C1=C(C=CC=C1)OC)(C1=CC=CC=C1)=O diphenyl-(2-methoxyphenyl)phosphine oxide